methyl 4-(4-{4-amino-3-[4-(difluoromethanesulfonamido)-3-[(1S)-1-(4-fluorophenyl)ethoxy]phenyl]-1-methyl-1H-pyrazolo[4,3-c]pyridin-7-yl}-1H-pyrazol-1-yl)piperidine-1-carboxylate NC1=NC=C(C2=C1C(=NN2C)C2=CC(=C(C=C2)NS(=O)(=O)C(F)F)O[C@@H](C)C2=CC=C(C=C2)F)C=2C=NN(C2)C2CCN(CC2)C(=O)OC